NC1=NC=CC(=C1)C=1OC=C(N1)C(=O)NC=1C(=CC2=C(CC(O2)(C)C)C1)N1CCC(CC1)CC#N 2-(2-Aminopyridin-4-yl)-N-(6-(4-(cyanomethyl)piperidin-1-yl)-2,2-dimethyl-2,3-dihydrobenzofuran-5-yl)oxazole-4-carboxamide